(R)-3-cyclohexyl-2-methylpropionic acid C1(CCCCC1)C[C@H](C(=O)O)C